CNCCC 1-(methylamino)propan